(E)-2-bromo-1-(methoxymethoxy)-4-styrylbenzene BrC1=C(C=CC(=C1)\C=C\C1=CC=CC=C1)OCOC